(3R)-N-(4-([1,2,4]triazolo[1,5-a]pyridin-7-yloxy)-2-fluorophenyl)-3,4,5,6-tetrahydro-2H-3,7-methano[1,4,7]oxadiazonino[2,3-f]quinazolin-13-amine N=1C=NN2C1C=C(C=C2)OC2=CC(=C(C=C2)NC2=NC=NC1=CC=C3C(=C21)OC[C@@H]2NCCN3C2)F